FC=1C=C(CN2CCOCC2)C=CC1B1OC(C(O1)(C)C)(C)C 4-(3-fluoro-4-(4,4,5,5-tetramethyl-1,3,2-dioxaborolan-2-yl)benzyl)morpholine